BrC1=C(C(=NC=C1OC1=C(C(=C(C=C1)F)F)OC)C(F)(F)F)C 4-Bromo-5-(3,4-difluoro-2-methoxy-phenoxy)-3-methyl-2-(trifluoromethyl)pyridine